[Cd+2].C12C(C(C(C=C1)C2)C(=O)[O-])C(=O)[O-] bicyclo[2.2.1]-5-heptene-2,3-dicarboxylic acid cadmium salt